tert-butyl ((3R,4S)-3,4-dihydroxycyclopentyl)carbamate O[C@@H]1CC(C[C@@H]1O)NC(OC(C)(C)C)=O